8-(6-((2-(dimethylamino)ethoxy)methyl)pyridin-3-yl)-7-fluoro-1-isopropyl-3-methyl-1,3-dihydro-2H-imidazo[4,5-c]cinnolin-2-one CN(CCOCC1=CC=C(C=N1)C1=CC=2C3=C(N=NC2C=C1F)N(C(N3C(C)C)=O)C)C